(4aS,9bS)-6-fluoro-7-(trifluoromethoxy)-1,2,3,4,4a,9b-hexahydrobenzofuro[3,2-b]pyridine hydrogen chloride Cl.FC1=C(C=CC2=C1O[C@@H]1[C@H]2NCCC1)OC(F)(F)F